(6-(4-(3H-imidazo[4,5-b]pyridin-7-yl)-1H-pyrazol-1-yl)pyridin-3-yl)-4,4,4-trifluoro-N-methylbutanamide N1=CNC2=NC=CC(=C21)C=2C=NN(C2)C2=CC=C(C=N2)C(C(=O)NC)CC(F)(F)F